(S)-1-(3,4-dichlorophenyl)-5-(5-(3,5-dimethylisoxazol-4-yl)-1-((1r,4S)-4-methoxycyclohexyl)-1H-benzo[d]imidazol-2-yl)pyrrolidin-2-one ClC=1C=C(C=CC1Cl)N1C(CC[C@H]1C1=NC2=C(N1C1CCC(CC1)OC)C=CC(=C2)C=2C(=NOC2C)C)=O